6'-(2,2-dibromo-1-fluorocyclopropyl)-5'-fluoro-2'-(4-methoxybenzyl)-2',3'-dihydro-1'H-spiro[cyclopropane-1,4'-isoquinolin]-1'-one BrC1(C(C1)(F)C=1C(=C2C3(CN(C(C2=CC1)=O)CC1=CC=C(C=C1)OC)CC3)F)Br